(1R,2S,5S)-N-{(2S)-1-amino-1-oxo-3-[(3S)-2-oxopyrrolidin-3-yl]propan-2-yl}-6,6-dimethyl-3-azabicyclo[3.1.0]hexane-2-carboxamide, hydrochloride Cl.NC([C@H](C[C@H]1C(NCC1)=O)NC(=O)[C@@H]1[C@H]2C([C@H]2CN1)(C)C)=O